C(C=C)(=O)NC=1C=C(C=CC1)N(C(OC(C)(C)C)=O)C1=CC(=NC=2N1N=CC2C(C)C)Cl Tert-butyl (3-acrylamidophenyl)(5-chloro-3-isopropylpyrazolo[1,5-a]pyrimidin-7-yl)carbamate